N-α-linolenoyl-valine C(CCCCCCC\C=C/C\C=C/C\C=C/CC)(=O)N[C@@H](C(C)C)C(=O)O